methyl-N-phenyl-5-[[(3S)-1-[2-oxo-2-[(2S,4S)-2-cyano-4-fluoro-pyrrolidin-1-yl]ethyl]pyrrolidin-3-yl]amino]quinoline-8-carboxamide CC1=NC2=C(C=CC(=C2C=C1)N[C@@H]1CN(CC1)CC(N1[C@@H](C[C@@H](C1)F)C#N)=O)C(=O)NC1=CC=CC=C1